C(C)(C)(C)OC(=O)N1CC2(C1)CC(C2)C=2N(C(=C(N2)C2=CC=C(C=C2)C(NC2=NC=CC(=C2)CC)=O)C(=O)OCC)N 6-(1-amino-5-(ethoxycarbonyl)-4-(4-((4-ethylpyridin-2-yl)carbamoyl)phenyl)-1H-imidazol-2-yl)-2-azaspiro[3.3]Heptane-2-carboxylic acid tert-butyl ester